CC1(OB(OC1(C)C)C1=CC=C(C[N+]2=NOC(=C2)[N-]C(NC2=CC(=CC=C2)C(F)(F)F)=O)C=C1)C (3-(4-(4,4,5,5-tetramethyl-1,3,2-dioxaborolan-2-yl)benzyl)-1,2,3-oxadiazol-3-ium-5-yl)((3-(trifluoromethyl)phenyl)carbamoyl)amide